Methyl 4-fluoro-2-(4'-fluoro-2'-(4-methyl-4H-1,2,4-triazol-3-yl)-[1,1'-biphenyl]-3-yl)-7-methylbenzo[d]oxazole-5-carboxylate FC1=C(C=C(C2=C1N=C(O2)C=2C=C(C=CC2)C2=C(C=C(C=C2)F)C2=NN=CN2C)C)C(=O)OC